BrCCCCCCCCCCC(=O)OCCCCCC hexyl 11-bromoundecanoate